OC(COC1=CC(=NC=C1)C=1N=C(C2=C(N1)CCC2)N(CC(=O)OCC)C)(C)C ethyl 2-([2-[4-(2-hydroxy-2-methylpropoxy)pyridin-2-yl]-5H,6H,7H-cyclopenta[d]pyrimidin-4-yl](methyl)amino)acetate